ClC1=CC=C(C=C1)C1=NN(C[C@H]1C1=CC=CC=C1)/C(/NCC(C)(NS(N)(=O)=O)C)=N/S(=O)(=O)C1=CC=C(C=C1)Cl (R,E)-3-(4-chlorophenyl)-N'-((4-chlorophenyl)sulfonyl)-N-(2-methyl-2-(sulfamoylamino)propyl)-4-phenyl-4,5-dihydro-1H-pyrazole-1-carboximidamide